N[C@H]1C(O[C@H](C1)[C@@H]([C@@H](C)O)O)=O (3R,5R)-3-amino-5-[(1R,2R)-1,2-dihydroxypropyl]dihydro-2(3H)-furanone